bis((2-bromo-4-tert-butylphenoxy)methyl)di-tert-butylsilane BrC1=C(OC[Si](C(C)(C)C)(C(C)(C)C)COC2=C(C=C(C=C2)C(C)(C)C)Br)C=CC(=C1)C(C)(C)C